C(CCC)OC1=C(C(=O)NC2=CC(=CC=C2)C(=O)N2CCOCC2)C=CC=C1 2-butoxy-N-(3-(morpholine-4-carbonyl)phenyl)benzamide